racemic-3-((3-butyl-3-ethyl-7-methoxy-1,1-dioxido-5-phenyl-2,3,4,5-tetrahydro-1,5-benzothiazepin-8-yl)oxy)propanoic acid C(CCC)[C@]1(CS(C2=C(N(C1)C1=CC=CC=C1)C=C(C(=C2)OCCC(=O)O)OC)(=O)=O)CC |r|